CC(C(C)C1=C(N)C=CC=C1)CC 2-(3-methylpent-2-yl)aniline